CC1(OC[C@@H](O1)[C@@H]1[C@@H]([C@@H]2[C@@H](OC(O2)(C)C)O1)N1CC2=CC=CC=C2CC1)C 2-((3aR,5S,6S,6aR)-5-((R)-2,2-dimethyl-1,3-dioxolan-4-yl)-2,2-dimethyltetrahydrofuro[2,3-d][1,3]Dioxolane-6-yl)-1,2,3,4-tetrahydroisoquinoline